N-((4bS,9bS)-1-amino-4b-hydroxy-10-oxo-7-(trifluoromethyl)-4b,10-dihydro-9H-indeno[1,2-b]benzofuran-9b-yl)acetamide NC1=C2C([C@@]3([C@@](OC4=C3CCC(=C4)C(F)(F)F)(C2=CC=C1)O)NC(C)=O)=O